N-(7-amino-3-(2-chloro-5-fluorophenyl)-6-formyl-3-hydroxy-1-oxoisoindolin-4-yl)-3-fluoro-5-(trifluoromethyl)benzamide NC=1C(=CC(=C2C(NC(C12)=O)(O)C1=C(C=CC(=C1)F)Cl)NC(C1=CC(=CC(=C1)C(F)(F)F)F)=O)C=O